C(C=C)(=O)N1C[C@@](CC1)(C1=C(C(=CC=C1F)Cl)Cl)NC1=CC=C2C=CN(C(C2=C1)=O)C([2H])([2H])[2H] (R)-7-((1-acryloyl-3-(2,3-dichloro-6-fluorophenyl)pyrrolidin-3-yl)amino)-2-(methyl-d3)isoquinolin-1(2H)-one